(R)-2-(6-methyl-2-((1-methylpiperidin-3-yl)amino)-6H-imidazo[4,5-d]thiazol-5-yl)-5-(trifluoromethyl)phenol CN1C(=NC=2N=C(SC21)N[C@H]2CN(CCC2)C)C2=C(C=C(C=C2)C(F)(F)F)O